Sodium disilicate silicate [Si]([O-])(O)(O)O.[Si](O)(O)(O)O.[Si](O)(O)(O)O.[Na+]